tert-Butyl ((6-(4-(trifluoromethyl)phenyl)imidazo[1,2-b]pyridazin-8-yl)methyl)carbamate FC(C1=CC=C(C=C1)C=1C=C(C=2N(N1)C=CN2)CNC(OC(C)(C)C)=O)(F)F